ClC=1N=C(C=2CC(CCC2C1C#N)(C)C)C 3-Chloro-1,7,7-trimethyl-5,6,7,8-tetrahydro-isoquinoline-4-carbonitrile